1,8-diazaspiro[4.5]decane-8-carboxylate N1CCCC12CCN(CC2)C(=O)[O-]